1-[4-(4-{3-[(2R)-2-methyl-pyrrolidin-1-yl]-propoxy}-phenoxy)-piperidin-1-yl]-ethanone C[C@H]1N(CCC1)CCCOC1=CC=C(OC2CCN(CC2)C(C)=O)C=C1